C(C1=CC=C(C(=O)OCC2CCC(CC2)CO)C=C1)(=O)OCCO 1-(2-hydroxyethyl) 4-[[4-(hydroxymethyl) cyclohexyl] methyl] terephthalate